fluoro-2'-hydroxy-[1,1'-biphenyl] FC1=C(C=CC=C1)C1=C(C=CC=C1)O